COCOC1=C(C=CC(=C1)C(F)(F)F)C=1C2=C(C(NN1)=O)C=NC=C2 1-(2-(methoxymethoxy)-4-(trifluoromethyl)phenyl)pyrido[3,4-d]pyridazin-4(3H)-one